C1(CC1)C=1N=NN(C1)[C@H](C(=O)N1[C@@H](C[C@H](C1)O)C(=O)NC1(CC(C1)(F)F)CN1C=NC=C1)C(C)(C)C (2S,4r)-1-[(2S)-2-(4-cyclopropyl-triazol-1-yl)-3,3-dimethyl-butyryl]-N-[3,3-difluoro-1-(imidazol-1-ylmethyl)cyclobutyl]-4-hydroxy-pyrrolidine-2-carboxamide